O1C(=CC=C1)C=1N=C2N(C=CC=C2)C1 2-furyl-imidazo[1,2-a]pyridine